N-(4-chloro-2-methylphenyl)-5-(4-methoxyphenyl)-1H-pyrazol-3-amine ClC1=CC(=C(C=C1)NC1=NNC(=C1)C1=CC=C(C=C1)OC)C